N-[1-[2-[5-(trifluoromethoxy)pyrimidin-2-yl]-1,2,4-triazol-3-yl]ethyl]-3,5-bis(trifluoromethyl)benzamide methyl-N-(chloromethyl)-N-phenyl-carbamate COC(N(C1=CC=CC=C1)CCl)=O.FC(OC=1C=NC(=NC1)N1N=CN=C1C(C)NC(C1=CC(=CC(=C1)C(F)(F)F)C(F)(F)F)=O)(F)F